S1C(=NC=C1)NC1=C(C=CC=C1)O 2-thiazolylaminophenol